2-(4-Bromo-5-fluoro-2-(((tetrahydro-2H-pyran-2-yl)oxy)methyl)phenyl)acetic acid BrC1=CC(=C(C=C1F)CC(=O)O)COC1OCCCC1